dodecyloxybisphenol A diacrylate C(C=C)(=O)O.C(C=C)(=O)O.C(CCCCCCCCCCC)OC1=C(O)C=CC(=C1)C(C)(C)C1=CC=C(C=C1)O